1-[(2S,4R)-2-[(6-chloropyrazolo[3,4-d]pyrimidin-1-yl)methyl]-4-fluoro-pyrrolidin-1-yl]ethanone ClC1=NC=C2C(=N1)N(N=C2)C[C@H]2N(C[C@@H](C2)F)C(C)=O